C1(CC1)S(=O)(=O)CC1=CC=C(O1)C(=O)O 5-(cyclopropylsulfonylmethyl)furan-2-carboxylic acid